3-methyl-4-(2-(2-(2-nitro-1H-imidazol-1-yl)ethoxy)phenyl)pyrimidin-2-amine CN1C(N=CC=C1C1=C(C=CC=C1)OCCN1C(=NC=C1)[N+](=O)[O-])N